COC1=CC=C(C=C1)C=1C=C2C=C(C(N(C2=CC1)CCN1CCOCC1)=O)C(=O)O 6-(4-methoxyphenyl)-1-(2-morpholinoethyl)-2-oxo-quinoline-3-carboxylic acid